ethyl 3-(6-(2-carbamoyl-6-(trifluoromethoxy)-1H-indole-1-yl)pyridin-2-yl)-2,2-dimethylpropanoate C(N)(=O)C=1N(C2=CC(=CC=C2C1)OC(F)(F)F)C1=CC=CC(=N1)CC(C(=O)OCC)(C)C